C(C)(C)(C)OC(N[C@H]1CN2C3=C(C(=C2CC1)C1=CC=C(C=C1)C(NC1=NC=CC=C1)=O)C(=NC=N3)N)=O (R)-(4-amino-5-(4-(pyridin-2-ylcarbamoyl)phenyl)-6,7,8,9-tetrahydropyrimidino[5,4-b]indolizin-8-yl)carbamic acid tert-butyl ester